ClC1=NC=C(C(=C1)C1=C(C=NC(=C1)C)C(=O)NC=1SC2=C(N1)C=C(C=C2)OC(C(NC)=O)(F)F)OC 2'-chloro-N-{5-[difluoro(methylcarbamoyl)methoxy]-1,3-benzothiazol-2-yl}-5'-methoxy-6-methyl-[4,4'-bipyridine]-3-carboxamide